NC1=C2C(=NC=N1)N(N=C2C2=CC=C(C=C2)OC2=CC=CC=C2)C2CN(CCC2)C(C=CC2=CC=NC=C2)=O 1-(3-(4-amino-3-(4-phenoxyphenyl)-1H-pyrazolo[3,4-d]pyrimidin-1-yl)piperidin-1-yl)-3-(pyridin-4-yl)prop-2-en-1-one